5,10,15,20-tetrakis(4-nitrophenyl)-porphyrin [N+](=O)([O-])C1=CC=C(C=C1)C=1C2=CC=C(N2)C(=C2C=CC(C(=C3C=CC(=C(C=4C=CC1N4)C4=CC=C(C=C4)[N+](=O)[O-])N3)C3=CC=C(C=C3)[N+](=O)[O-])=N2)C2=CC=C(C=C2)[N+](=O)[O-]